COC1=C(CNC2=NC=NC3=C(C=CC=C23)C(=O)NC2=C(C=CC(=C2)[N+](=O)[O-])C)C=CC(=C1)OC 4-((2,4-dimethoxybenzyl)amino)-N-(2-methyl-5-nitrophenyl)quinazoline-8-carboxamide